The molecule is a polyunsaturated fatty acyl-CoA(4-) arising from deprotonation of the phosphate and diphosphate functions of (19Z,22Z,25Z,28Z)-tetratriacontatetraenoyl-CoA. It is a polyunsaturated fatty acyl-CoA(4-), a very long-chain acyl-CoA(4-) and a 3-substituted propionyl-CoA(4-). It is a conjugate base of a (19Z,22Z,25Z,28Z)-tetratriacontatetraenoyl-CoA. CCCCC/C=C\\C/C=C\\C/C=C\\C/C=C\\CCCCCCCCCCCCCCCCCC(=O)SCCNC(=O)CCNC(=O)[C@@H](C(C)(C)COP(=O)([O-])OP(=O)([O-])OC[C@@H]1[C@H]([C@H]([C@@H](O1)N2C=NC3=C(N=CN=C32)N)O)OP(=O)([O-])[O-])O